(+/-)-N-[(3R,4S)-3-fluoropiperidin-4-yl]-2-(5-{[(4-methanesulfonyl-2-methoxyphenyl)amino]methyl}-1,2,4-oxadiazol-3-yl)-1-(2,2,2-trifluoroethyl)-1H-indol-4-amine F[C@@H]1CNCC[C@@H]1NC=1C=2C=C(N(C2C=CC1)CC(F)(F)F)C1=NOC(=N1)CNC1=C(C=C(C=C1)S(=O)(=O)C)OC |r|